C(#N)C=1C=NN2C1C(=NC(=C2)C=2C=NN(C2)C2CCC(CC2)=O)C=2C=CC(=NC2)N2CCC(CC2)(CC)NC(C(C)C)=O N-(1-(5-(3-cyano-6-(1-(4-oxocyclohexyl)-1H-pyrazol-4-yl)pyrazolo[1,5-a]pyrazin-4-yl)pyridin-2-yl)-4-ethylpiperidin-4-yl)isobutyramide